3,3'-(((((4-(2-carboxy-2-((R)-pyrrolidin-3-yl)ethyl)benzofuran-2-yl)methyl)azanediyl)bis(methylene))bis(3,1-phenylene))bis(2-((R)-pyrrolidin-3-yl)propanoic acid) C(=O)(O)C(CC1=CC=CC2=C1C=C(O2)CN(CC=2C=C(C=CC2)CC(C(=O)O)[C@@H]2CNCC2)CC=2C=C(C=CC2)CC(C(=O)O)[C@@H]2CNCC2)[C@@H]2CNCC2